C(C1=CC=CC=C1)C1=NC=CC2(C1)C(C1=CC=C(C=C1C2)C)=O benzyl-5-methyl-spiro[indene-2,4'-pyridine]-1(3H)-one